C(C=C)(=O)O.FO perfluoroalcohol acrylate